C(C)(C)(C)OC(=O)N[C@@H]1C(C[C@H](OC1)C(=O)O)OC (2s,5s)-5-((tert-butoxycarbonyl)amino)-4-methoxytetrahydro-2H-pyran-2-carboxylic acid